CC1OC=2C(=CC=3CCNC(C3C2C)=O)O1 2,4-dimethyl-5-oxo-5,6,7,8-tetrahydro-[1,3]dioxolo[4,5-g]isoquinolin